COC1=C(C=C(C(=C1)C([2H])([2H])[2H])OC)CCN 2-(2,5-dimethoxy-4-(methyl-d3)phenyl)ethan-1-amine